N(=[N+]=[N-])CC(=O)N[C@@H]1C(OC(C)=O)O[C@@H]([C@H]([C@@H]1OC(C)=O)OC(C)=O)COP(=O)(OC1=CC=CC=C1)N[C@@H](C)C(=O)OCCCCCC acetyl 2-(2-azidoacetylamino)-2-deoxy-3,4-di-O-acetyl-6-O-(((S)-1-hexoxy-carbonylethylamino) (phenoxy) phosphoryl)-D-mannopyranoside